2-(4-(((4-Methoxy-4-oxobutanoyl)thio)methyl)benzamido)ethan-1-aminium chloride [Cl-].COC(CCC(=O)SCC1=CC=C(C(=O)NCC[NH3+])C=C1)=O